C1(CC1)C(=O)C1CN(C1)C1=CC(=C2C(C(=CN(C2=N1)C=1SC=CN1)C(=O)O)=O)C 7-(3-cyclopropanecarbonyl-azetidin-1-yl)-5-methyl-4-oxo-1-(1,3-thiazol-2-yl)-1,4-dihydro-1,8-naphthyridine-3-carboxylic acid